OC1C(CN(CC1)C(=O)OC(C)(C)C)C1=NC2=NC(=CC=C2C=C1)C1=C(C=C(C=C1C)C)OC tert-butyl 4-hydroxy-3-[7-(2-methoxy-4,6-dimethyl-phenyl)-1,8-naphthyridin-2-yl]piperidine-1-carboxylate